C(C(=O)[C@H]([C@@H]([C@H](C(=O)[O-])O)O)O)O.[K+] potassium 5-ketogluconate